CC1(CC1)CCCC1=CC(OC=2NC(NC(C21)=O)=O)=O 5-(3-(1-Methylcyclopropyl)propyl)-1H-pyrano(2,3-d)pyrimidine-2,4,7(3H)-trione